4-((1R,4R)-4-(((benzyloxy)carbonyl)amino)cyclohexyl)piperazine-1-carboxylic acid tert-butyl ester C(C)(C)(C)OC(=O)N1CCN(CC1)C1CCC(CC1)NC(=O)OCC1=CC=CC=C1